rac-5-[[2-[(2S,5R)-5-methyl-2-[4-(methylsulfamoyl)phenyl]-1-piperidyl]-2-oxo-acetyl]amino]pyridine-3-carboxamide C[C@@H]1CC[C@H](N(C1)C(C(=O)NC=1C=C(C=NC1)C(=O)N)=O)C1=CC=C(C=C1)S(NC)(=O)=O |r|